2-(2-chloroquinazolin-4-yl)-9-phenyl-9H-carbazole ClC1=NC2=CC=CC=C2C(=N1)C1=CC=2N(C3=CC=CC=C3C2C=C1)C1=CC=CC=C1